C12CN(CC(N1)C2)C=2C=CC=C1C(=CN=CC21)N2C(NC(CC2)=O)=O 1-[8-(3,6-diazabicyclo[3.1.1]heptan-3-yl)-4-isoquinolyl]hexahydropyrimidine-2,4-dione